monocaprylate hydrate O.C(CCCCCCC)(=O)O